C1=CC=CC=2C=CC=3C=4C=C5C(=CC4CC3C21)C=CC=C5 benzo[k]benzofluorene